C12(CC3CC(CC(C1)C3)C2)CCNC(C2=CC(=C(C(=O)NO)C=C2)OC)=O N4-(2-(adamantan-1-yl)ethyl)-N1-hydroxy-2-methoxyterephthalamide